FC1CC(N(C1)C(=O)OC(C)(C)C)C=1C=C(C=C2C=COCC12)C=1C=C2C(=NC1)NC=C2C tert-butyl 4-fluoro-2-(6-(3-methyl-1H-pyrrolo[2,3-b]pyridin-5-yl)isochromen-8-yl)pyrrolidine-1-carboxylate